(S)-N-(1-(5-(7-methoxyquinolin-6-yl)oxazol-2-yl)-7-oxononyl)-8-methyl-1-oxa-2,8-diazaspiro[4.5]dec-2-ene-3-carboxamide COC1=C(C=C2C=CC=NC2=C1)C1=CN=C(O1)[C@H](CCCCCC(CC)=O)NC(=O)C1=NOC2(C1)CCN(CC2)C